3-[5-phenyl-3-(4-pyrrolidin-3-ylphenyl)imidazo[4,5-b]pyridin-2-yl]pyridin-2-amine C1(=CC=CC=C1)C1=CC=C2C(=N1)N(C(=N2)C=2C(=NC=CC2)N)C2=CC=C(C=C2)C2CNCC2